6-(((1R,3s,5S)-9-azabicyclo[3.3.1]nonan-3-yl)oxy)-N-(5-(difluoromethoxy)-1H-pyrazol-3-yl)pyrazin-2-amine [C@H]12CC(C[C@H](CCC1)N2)OC2=CN=CC(=N2)NC2=NNC(=C2)OC(F)F